bis(dibenzofuran-3-yl)-N,N'-bis(4-tert-butylphenyl)dibenzo[b,b']furo[2,3-f:5,4-f']bis-benzofuran-3,10-diamine C1=CC(=CC=2OC3=C(C21)C=CC=C3)C3=C(C2=C(OC1=C2C=C2C(=C1)C1=CC4=C(C5=C(O4)C=C(C=C5)NC5=CC=C(C=C5)C(C)(C)C)C=C1O2)C=C3NC3=CC=C(C=C3)C(C)(C)C)C=3C=CC2=C(OC1=C2C=CC=C1)C3